1-(4-(6-amino-5-(methoxycarbonyl)pyridin-3-yl)phenyl)-3-azabicyclo[3.1.0]Hexane-3-carboxylic acid tert-butyl ester C(C)(C)(C)OC(=O)N1CC2(CC2C1)C1=CC=C(C=C1)C=1C=NC(=C(C1)C(=O)OC)N